O1C(=C(C=C1)C(=O)O)C(=O)O.C1(CCCC1)(O)O.C1(CCCC1)(O)O Dicyclopentanediol furandicarboxylate